OC1=CC=C(C[C@H]2C(N[C@H](C(N2)=O)CC2=CC=C(C=C2)O)=O)C=C1 (3S,6S)-3,6-bis(4-hydroxybenzyl)piperazine-2,5-dione